BrC1=C(C=C(C=C1)CNC(C)=O)S(NC(C)(C)C)(=O)=O N-[[4-bromo-3-(tert-butylsulfamoyl)phenyl]methyl]acetamide